C(C)OC(=O)[C@]1(C(NC2=CC(=CC=C12)Br)=O)C.C(CCC)[Si](C)(C)OCCCCCBr Butyl-(5-bromopentoxy)dimethylsilane ethyl-(3R)-6-bromo-3-methyl-2-oxo-indoline-3-carboxylate